C1(=CC=CC=C1)C1=NC(=NC(=C1)C1=CC=CC=C1)C1=C(C=C(C=C1N1C2=CC=CC=C2C=2C=CC=CC12)C1=NC(=CC(=N1)C1=CC=CC=C1)C1=CC=CC=C1)N1C2=CC=CC=C2C=2C=CC=CC12 9,9'-(2,5-bis(4,6-diphenylpyrimidin-2-yl)-1,3-phenylene)bis(9H-carbazole)